4-Cyclopropyl-1-((1-oxo-1,2-dihydroisoquinolin-5-yl)sulfonyl)indoline-6-carbonitrile C1(CC1)C1=C2CCN(C2=CC(=C1)C#N)S(=O)(=O)C1=C2C=CNC(C2=CC=C1)=O